COC1=C(C=CC(=N1)N1C=NC=2CN(CCC21)C(=O)OC(C)(C)C)NC(=O)C=2C(=NOC2C)C2=CC=CC=C2 tert-Butyl 1-[6-methoxy-5-[(5-methyl-3-phenyl-isoxazole-4-carbonyl)amino]-2-pyridyl]-6,7-dihydro-4H-imidazo[4,5-c]pyridine-5-carboxylate